N-methyl-N-(5-((6-(1-methyl-1H-pyrazol-4-yl)pyrazolo[1,5-a]pyrazin-4-yl)oxy)bicyclo[3.1.1]heptan-1-yl)acrylamide CN(C(C=C)=O)C12CCCC(C1)(C2)OC=2C=1N(C=C(N2)C=2C=NN(C2)C)N=CC1